[Ca+2].P(=O)(OC(C1=CC(=C(C(=C1)C(C)(C)C)O)C(C)(C)C)CC)([O-])[O-] ethyl-3,5-di-tert-butyl-4-hydroxybenzyl phosphate calcium salt